N,N'-bis-(2-cyanoethyl)-1,2-diaminocyclohexane C(#N)CCNC1C(CCCC1)NCCC#N